Rac-N-(5-(difluoromethoxy)-1H-pyrazol-3-yl)-6-(((2R,6R)-2,6-dimethylpiperidin-4-yl)oxy)pyrazin-2-amine FC(OC1=CC(=NN1)NC1=NC(=CN=C1)OC1C[C@H](N[C@@H](C1)C)C)F